trans-2-iodo-4-trideuteriomethyl-7-(methylsulfonyl)-1,1a,2,8b-tetrahydrobenzo[b]cyclopropa[d]azepin-3(4H)-one IC1C2C(C3=C(N(C1=O)C([2H])([2H])[2H])C=CC(=C3)S(=O)(=O)C)C2